N-(4-amino-1H-pyrazolo[4,3-c]pyridin-7-yl)-2-oxo-2-[rac-(2R,4S,5R)-2-(4-fluorophenyl)-4-methoxy-5-methyl-1-piperidyl]acetamide NC1=NC=C(C2=C1C=NN2)NC(C(N2[C@H](C[C@@H]([C@@H](C2)C)OC)C2=CC=C(C=C2)F)=O)=O |r|